O=C([C@H](O)[C@@H](O)[C@H](O)[C@H](O)CO)[O-].[Cu+] copper monogluconate